cadmium-platinum [Pt].[Cd]